3-(4-methylthiazol-5-yl)-6-phenethyl-2-(pyridin-3-yl)-1H-inden-1-one CC=1N=CSC1C1=C(C(C2=CC(=CC=C12)CCC1=CC=CC=C1)=O)C=1C=NC=CC1